2-methyl-2-(4-((5-oxo-4-(4-(trifluoromethoxy)phenyl)-4,5-dihydro-1H-1,2,4-triazole-1-yl)methyl)-2-(trifluoromethoxy)phenoxy)propionic acid CC(C(=O)O)(C)OC1=C(C=C(C=C1)CN1N=CN(C1=O)C1=CC=C(C=C1)OC(F)(F)F)OC(F)(F)F